diethyl diphosphonite P(OCC)OPOCC